1-methyl-1H-pyrazolo[3,4-d]pyridazin-4-ol CN1N=CC=2C1=CN=NC2O